CN1C(C(=CC2=C1N=C(N=C2)NC2=CC=C(C=C2)N2CCN(CC2)C)CC2=C(C=CC=C2)[N+](=O)[O-])=O 8-methyl-2-[4-(4-methylpiperazin-1-yl)anilino]-6-[(2-nitrophenyl)methyl]pyrido[2,3-d]pyrimidin-7-one